FC1CN(CCC1N(C(CC)=O)C1=CC=CC=C1)C(C)C1=CC=CC=C1 N-(3-fluoro-1-phenylethylpiperidine-4-yl)-N-phenylpropionamide